(19R)-9-chloro-3-ethyl-16-fluoro-10,19-dimethyl-20-oxa-3,4,10,11,23-pentaazapentacyclo[19.3.1.02,6.08,12.013,18]pentacosa-1(24),2(6),4,8,11,13,15,17,21(25),22-decaen-22-amine ClC1=C2CC=3C=NN(C3C3=CN=C(C(O[C@@H](C4=CC(=CC=C4C2=NN1C)F)C)=C3)N)CC